FC1=CC=CC=2N(C([C@H](CCN(C21)CC(CN2CCNCC2)O)NC(OCCCC)=O)=O)C butyl ((3S)-7-fluoro-6-(2-hydroxy-3-(piperazin-1-yl)propyl)-1-methyl-2-oxo-1,2,3,4,5,6-hexahydrobenzo[b][1,4]diazocin-3-yl)carbamate